FC1=C(C(=O)O)C=CC(=C1)C1=NC(=CN=C1)C(F)(F)F 2-fluoro-4-[6-(trifluoromethyl)pyrazin-2-yl]Benzoic acid